O=C1N(CCC(N1)=O)C1=NN(C2=CC(=CC=C12)N1CCN(C2CC12)CC1CN(CCC1)C(=O)OC(C)(C)C)C tert-butyl 3-((5-(3-(2,4-dioxotetrahydropyrimidin-1(2H)-yl)-1-methyl-1H-indazol-6-yl)-2,5-diazabicyclo[4.1.0]heptan-2-yl)methyl)piperidine-1-carboxylate